O[C@@H]1[C@H](CCCC1)NC(C1=NC(=C(C(=C1)CC=1C=NC(=CC1)C1=NN(C=C1)C)C)N1N=CC=C1)=O N-((1S,2S)-2-hydroxycyclohexyl)-5-methyl-4-((6-(1-methyl-1H-pyrazol-3-yl)pyridin-3-yl)methyl)-6-(1H-pyrazol-1-yl)picolinamide